1,2,3-trimethyl-trisilazane C[SiH2]N([SiH](N[SiH3])C)C